2,3-dimethyl-6-[(2R)-2-(1-methyl-1H-pyrazol-4-yl)morpholin-4-yl]-8-[3-(trifluoromethyl)bicyclo[1.1.1]pent-1-yl]-3H,4H-pyrimido[5,4-d][1,3]diazin-4-one CC=1N(C(C2=C(N1)C(=NC(=N2)N2C[C@H](OCC2)C=2C=NN(C2)C)C21CC(C2)(C1)C(F)(F)F)=O)C